(6-bromo-3-isoquinolinyl)-4-(dimethylamino)cyclohexanecarboxamide BrC=1C=C2C=C(N=CC2=CC1)C1(CCC(CC1)N(C)C)C(=O)N